BrC1=C(C=C(C=C1)O)CCC(=O)O 3-(2-bromo-5-hydroxyphenyl)-propionic acid